FC1=C(C(=CC(=C1)F)N)N 3,5-Difluorobenzene-1,2-diamine